7-(trifluoro-methyl)imidazo[1,2-a]pyridin FC(C1=CC=2N(C=C1)C=CN2)(F)F